(3S,4R)-4-(4-(2,7-diazaspiro[3.5]non-2-yl)phenyl)-3-phenylchromane-7-ol C1N(CC12CCNCC2)C2=CC=C(C=C2)[C@H]2[C@H](COC1=CC(=CC=C21)O)C2=CC=CC=C2